tert-butyl 4-(4-(N-(4-(4-morpholino-7-((2-(trimethylsilyl)ethoxy)methyl)-7H-pyrrolo[2,3-d]pyrimidin-6-yl)phenyl)sulfamoyl)piperazin-1-yl)piperidine-1-carboxylate O1CCN(CC1)C=1C2=C(N=CN1)N(C(=C2)C2=CC=C(C=C2)NS(=O)(=O)N2CCN(CC2)C2CCN(CC2)C(=O)OC(C)(C)C)COCC[Si](C)(C)C